N-(1-phenylethyl)-3-(pyridin-4-yl)-1-trityl-1,7-dihydroimidazo[4,5-f]indazole-6-carboxamide C1(=CC=CC=C1)C(C)NC(=O)C=1NC2=C(C=C3C(=NN(C3=C2)C(C2=CC=CC=C2)(C2=CC=CC=C2)C2=CC=CC=C2)C2=CC=NC=C2)N1